CC1=NN(C(=C1[Se]C1=CC=C(C=C1)C1=C(C=CC=C1)C(F)(F)F)C)C1=CC=CC=C1 3,5-dimethyl-1-phenyl-4-((4-(trifluoromethylphenyl)phenyl)selanyl)-1H-pyrazole